C(C)(C)(C)OC(=O)N1C(CC[C@H](C1)OC1=NC=2N(C(=N1)N(C(=O)OC(C)(C)C)C1=CC(=CC=C1)NC(C=C)=O)N=CC2C(C)C)(C)C (R)-5-((4-((3-acrylamidophenyl)(tert-butoxycarbonyl)amino)-8-isopropylpyrazolo[1,5-a][1,3,5]Triazin-2-yl)oxy)-2,2-dimethylpiperidine-1-carboxylic acid tert-butyl ester